(E)-3-(3-Ethoxy-4-hydroxyphenyl)-1-(4-propan-2-yloxyphenyl)prop-2-en-1-one C(C)OC=1C=C(C=CC1O)/C=C/C(=O)C1=CC=C(C=C1)OC(C)C